CC1=CN(C(=O)NC1=O)[C@H]2CC[C@H](O2)CO 2',3'-dideoxythymidine